Cl.S1C2=C(C=C1)CC(C2)N 5,6-dihydro-4H-cyclopenta[b]thiophen-5-amine hydrochloride